N-(4-{4-Amino-7-[1-(2-methoxyethyl)piperidin-4-yl]pyrrolo[2,1-f][1,2,4]triazin-5-yl}phenyl)-2-oxo-1-phenyl-1,2-dihydropyridine-3-carboxamide NC1=NC=NN2C1=C(C=C2C2CCN(CC2)CCOC)C2=CC=C(C=C2)NC(=O)C=2C(N(C=CC2)C2=CC=CC=C2)=O